2-(2-fluoro-4-(trifluoromethyl)phenyl)piperidine FC1=C(C=CC(=C1)C(F)(F)F)C1NCCCC1